4-nitrophenyl-5-phenyl-4,5-dihydro-1H-pyrazole potassium p-styrenesulfonate salt C=CC1=CC=C(C=C1)S(=O)(=O)[O-].[K+].[N+](=O)([O-])C1=CC=C(C=C1)N1N=CCC1C1=CC=CC=C1